C(C1=CC=CC=C1)C1CN(CCN1C1=NC=2N(C(=C1)N1CCOCC1)N=C(C2)C2=CC=NC=C2)C(=O)OC(C)(C)C tert-butyl 3-benzyl-4-(7-morpholino-2-(pyridin-4-yl)pyrazolo[1,5-a]pyrimidin-5-yl)piperazine-1-carboxylate